tertbutyl-(dimethyl)silane tert-Butyl-2-(2-(4-methoxybenzyl)-3-oxo-4-(trifluoromethyl)-3,5,6,7-tetrahydro-2H-cyclopenta[c]pyridazin-7-yl)acetate C(C)(C)(C)OC(CC1CCC=2C1=NN(C(C2C(F)(F)F)=O)CC2=CC=C(C=C2)OC)=O.C(C)(C)(C)[SiH](C)C